C(C)(C)C1N2C(C3=CC(=C(C=C3C1)OCCCOC)C=1SC=CN1)=CC(C(=C2)C2=NN=NN2)=O 6-isopropyl-9-(3-methoxypropoxy)-3-(1H-tetrazol-5-yl)-10-(thiazol-2-yl)-6,7-dihydro-2H-pyrido[2,1-a]isoquinolin-2-one